2,2-dihydroxy-4-nitro-2,3-dihydro-1H-indene-1,3-dione OC1(C(C2=CC=CC(=C2C1=O)[N+](=O)[O-])=O)O